S1C(=NC2=C1C=CC=C2)NC2=C(C=C(N=N2)N(C=2SC=C(N2)C(=O)O)CCC)C 2-({6-[(1,3-Benzothiazol-2-yl)amino]-5-methylpyridazin-3-yl}(propyl)amino)-1,3-thiazole-4-carboxylic acid